N-(4-chlorobenzyl)-1-(2-(4-fluorophenyl)-2H-pyrazolo[3,4-d]pyrimidin-4-yl)piperidine-3-carboxamide ClC1=CC=C(CNC(=O)C2CN(CCC2)C=2C=3C(N=CN2)=NN(C3)C3=CC=C(C=C3)F)C=C1